NC1=C(C=C(C=N1)NC(C(=O)N1[C@H](CC[C@@H](C1)C)C=1C=CC2=C(N=C(S2)C2CN(C(C2)C)C)C1)=O)CC N-(6-amino-5-ethylpyridin-3-yl)-2-((2R,5S)-2-(2-(1,5-dimethylpyrrolidin-3-yl)benzo[d]thiazol-5-yl)-5-methylpiperidin-1-yl)-2-oxoacetamide